N-ethyl-N'-(3-(3-methoxybenzyl)-2,5-dimethylphenyl)-N-methyl-formamidine C(C)N(C=NC1=C(C(=CC(=C1)C)CC1=CC(=CC=C1)OC)C)C